2-(1-methyl-4-((4-(7-methyl-[1,2,4]triazolo[1,5-a]pyridin-6-yl)piperidin-1-yl)sulfonyl)-1H-pyrazol-5-yl)acetonitrile CN1N=CC(=C1CC#N)S(=O)(=O)N1CCC(CC1)C=1C(=CC=2N(C1)N=CN2)C